3-((4-(methylsulfonyl)phenyl)amino)-5-((1,2,3,4-tetrahydroisoquinolin-6-yl)ethynyl)isoquinoline-6-carbonitrile CS(=O)(=O)C1=CC=C(C=C1)NC=1N=CC2=CC=C(C(=C2C1)C#CC=1C=C2CCNCC2=CC1)C#N